3-(5-(3,8-diazabicyclo[3.2.1]octane-8-yl)-4,7-difluoro-1-oxoisoindoline-2-yl)piperidine C12CNCC(CC1)N2C=2C(=C1CN(C(C1=C(C2)F)=O)C2CNCCC2)F